5-(6-(4,4-difluoro-1-methylcyclohexyl)-5-fluoropyridin-3-yl)isoxazole-3-carboxylic acid FC1(CCC(CC1)(C)C1=C(C=C(C=N1)C1=CC(=NO1)C(=O)O)F)F